5-(Fluoromethoxy)-1,3-benzoxazole FCOC=1C=CC2=C(N=CO2)C1